N-(tert-butyl)-2-butyl-7-(3,6-dihydro-2H-pyran-4-yl)-1-((1-methylpiperidin-4-yl)methyl)-1H-imidazo[4,5-d]thieno[3,2-b]pyridine-4-amine C(C)(C)(C)NC1=C2C(=C3C(=N1)C=C(S3)C=3CCOCC3)N(C(=N2)CCCC)CC2CCN(CC2)C